C(=CC)C1C2=CC=C(C1)C2 5-propenyl-norbornadiene